1-[4-(trifluoromethylbenzyl)piperidin-4-yl]-2,3-dihydro-1H-isoindole-4-carboxamide FC(F)(F)C(C1=CC=CC=C1)C1(CCNCC1)C1NCC=2C(=CC=CC12)C(=O)N